2-(1,6,7,8-tetrahydro-2H-indeno[5,4-B]furan-8-yl)ethylamine C1C2=C(OC1)C=CC=1CCC(C12)CCN